1-(4-chloro-benzyl)-3-(4-((methyl-(2-oxopyrrolidin-3-yl)amino)methyl)phenyl)urea ClC1=CC=C(CNC(=O)NC2=CC=C(C=C2)CN(C2C(NCC2)=O)C)C=C1